1-(4-chloro-3-fluorophenyl)-3-(4-fluorophenyl)-1H-pyrazole-4-carbaldehyde ClC1=C(C=C(C=C1)N1N=C(C(=C1)C=O)C1=CC=C(C=C1)F)F